N1N=CC(=C1)CCNC1=NC(=NC(=C1C)C)C(=O)NC(C(F)(F)F)C1=CC=CC=C1 4-((2-(1H-pyrazol-4-yl)ethyl)amino)-5,6-dimethyl-N-(2,2,2-trifluoro-1-phenylethyl)pyrimidine-2-carboxamide